CC(CC(=O)N1CCC(CC1)CN1[C@@H]([C@H]([C@@H]([C@H](C1)O)O)O)C)(C)C 3,3-dimethyl-1-(4-(((2R,3R,4R,5S)-3,4,5-trihydroxy-2-methylpiperidin-1-yl)methyl)piperidin-1-yl)butan-1-one